6-methoxy-1,2,3,4-tetrahydro-isoquinoline-5-carbaldehyde COC1=C(C=2CCNCC2C=C1)C=O